6-bromo-4-(5-(3,4-difluorophenyl)octahydropyrrolo[3,4-c]pyrrole-2-carbonyl)quinolin-2(1H)-one BrC=1C=C2C(=CC(NC2=CC1)=O)C(=O)N1CC2CN(CC2C1)C1=CC(=C(C=C1)F)F